Tert-butyl-(1-((2-(((4-(3,5-dimethoxystyryl) phenoxy) carbonyl) oxy) ethyl) amino)-1,5-dioxo-5-(tritylamino) pentan-2-yl) carbamate C(N)(OC(C(=O)NCCOC(=O)OC1=CC=C(C=C1)C=CC1=CC(=CC(=C1)OC)OC)(CCC(NC(C1=CC=CC=C1)(C1=CC=CC=C1)C1=CC=CC=C1)=O)C(C)(C)C)=O